cobalt tetra-carboxyl-phenyl-porphyrin C(=O)(O)C=1C2=C(C3=C(C(=C(N3C(=O)O)C=C3C=CC(C=C4C=CC(=CC(C1)=N2)N4)=N3)C3=CC=CC=C3)C(=O)O)C(=O)O.[Co]